ClC1=NC=NC(=C1OO)Cl 4,6-dichloro-5-hydroxyoxy-pyrimidine